9-(1-naphthyl)carbazole C1(=CC=CC2=CC=CC=C12)N1C2=CC=CC=C2C=2C=CC=CC12